C1(CCCC1)N1C(C(=CC2=C1N=C(N=C2)NC2=CC(N(C=C2)C2CCN(CC2)CCN(C)C)=O)C#N)=O 8-cyclopentyl-2-((1-(1-(2-(dimethylamino)ethyl)piperidin-4-yl)-2-oxo-1,2-dihydropyridin-4-yl)amino)-7-oxo-7,8-dihydropyrido[2,3-d]pyrimidine-6-carbonitrile